NC=1C(=NC(=CN1)C1=NC(=NC=C1F)N1CCC(CC1)(F)F)C(=O)NC1=NC=CC=C1N1CCC(CC1)(C)N 3-amino-N-(3-(4-amino-4-methylpiperidin-1-yl)pyridin-2-yl)-6-(2-(4,4-difluoropiperidin-1-yl)-5-fluoropyrimidin-4-yl)pyrazine-2-carboxamide